ε-propyl-caprolactone C(CC)C1CCCCC(=O)O1